COC=1C(NC=C2C1N=C(N=C2)C)=O 8-methoxy-2-methylpyrido[4,3-d]pyrimidine-7(6H)-one